ClS(C1=CC=C(C=C1)C(C)(C)C)(F)(F)(F)F 4-(chlorotetrafluoro-λ6-sulfanyl)tert-butylbenzene